ClC=1C(=C(NC2=C(NC3=C2C(NCC3)=O)C3=C(C=NC=C3)OC[C@H]3OCC3)C=C(C1)F)C 3-(3-chloro-5-fluoro-2-methylanilino)-2-(3-{[(2S)-oxetan-2-yl]methoxy}pyridin-4-yl)-1,5,6,7-tetrahydro-4H-pyrrolo[3,2-c]pyridin-4-one